Methyl (1r,4r)-4-(2-(6-chloro-4-((methyl-d3)amino)nicotinoyl)hydrazine-1-carbonyl)cyclohexane-1-carboxylate ClC1=NC=C(C(=O)NNC(=O)C2CCC(CC2)C(=O)OC)C(=C1)NC([2H])([2H])[2H]